4-vinylbenzyl-pyrrolidine C(=C)C1=CC=C(CN2CCCC2)C=C1